OCC1=NN2C(CN(CC2)C(=O)OC(C)(C)C)=C1I tert-butyl 2-(hydroxymethyl)-3-iodo-6,7-dihydropyrazolo[1,5-a]pyrazine-5(4H)-carboxylate